4,6-dihydroxy-2-pyrimidothioate sodium [Na+].OC1=NC(=NC(=C1)O)C([O-])=S